C(C)(=O)N[C@@H](CCCC(=O)O)C(=O)N[C@H](C(=O)NCC1=C(C=CC(=C1)OCCCCN)C)CCC1=CC=CC=C1 (S)-5-acetamido-6-(((S)-1-((5-(4-aminobutoxy)-2-methylbenzyl)amino)-1-oxo-4-phenylbutan-2-yl)amino)-6-oxohexanoic acid